OC(COC=1C=C(C=2N(C1)N=CC2C#N)C=2C=NC(=CC2)N2CCC(CC2)(CC2=C(C=CC=C2)OC)O)(C)C 6-(2-hydroxy-2-methylpropoxy)-4-(6-(4-hydroxy-4-(2-methoxybenzyl)piperidin-1-yl)pyridin-3-yl)pyrazolo[1,5-a]pyridine-3-carbonitrile